[Mg].[Na].C(CN(CC(=O)O)CC(=O)O)N(CC(=O)O)CC(=O)O ethylenediaminetetraacetic acid sodium magnesium